FC1=C(C(=CC=C1)F)C=1C=2C=3CCC4(CCC3SC2NC([C@@H](N1)C)=O)OCCO4 (5'S)-3'-(2,6-difluorophenyl)-5'-methyl-spiro[1,3-dioxolane-2,13'-9-thia-4,7-diazatricyclo[8.5.0.02,8]pentadeca-1(10),2(8),3-triene]-6'-one